(R)-7-(4-(tert-butyldimethylsilyloxy)piperidin-1-yl)chroman-3-amine [Si](C)(C)(C(C)(C)C)OC1CCN(CC1)C1=CC=C2C[C@H](COC2=C1)N